(7R,8aR)-7-methoxy-1,2,3,4,6,7,8,8a-octahydropyrrolo[1,2-a]pyrazine CO[C@@H]1C[C@H]2N(CCNC2)C1